tris(o-tolyl)phosphine CC1=CC=CC=C1P(C2=CC=CC=C2C)C3=CC=CC=C3C